NC1=NC(=NC=2N1N=CC2C(F)(F)F)N2CC1CCC(C2)N1C(=O)OCC1=CC=CC=C1 benzyl 3-[4-amino-8-(trifluoromethyl)pyrazolo[1,5-a][1,3,5]triazin-2-yl]-3,8-diazabicyclo[3.2.1]octane-8-carboxylate